(R)-5-(7-fluoro-imidazo[1,2-a]pyridin-3-yl)-8-((5-(2-(2-hydroxy-propan-2-yl)morpholino)pyridin-2-yl)amino)isoquinolin-1(2H)-one FC1=CC=2N(C=C1)C(=CN2)C2=C1C=CNC(C1=C(C=C2)NC2=NC=C(C=C2)N2C[C@@H](OCC2)C(C)(C)O)=O